C(C)(=O)N1C(C(C=2CCC3=C(C12)C=CS3)(CS(=O)(=O)C3=CC=C(C)C=C3)C)=O 1-acetyl-3-methyl-3-(p-toluenesulfonylmethyl)-1,3,4,5-tetrahydro-2H-thieno[2,3-g]indol-2-one